ClC=1N=NC=C2C1OC=C2 7-Chlorofurano[2,3-d]pyridazine